tert-butyl (2R,5S)-4-(7-bromo-8-chloro-2-(((2R,7aS)-2-fluorotetrahydro-1H-pyrrolizin-7a(5H)-yl)methoxy)-6-(trifluoromethyl)quinazolin-4-yl)-2,5-dimethylpiperazine-1-carboxylate BrC1=C(C=C2C(=NC(=NC2=C1Cl)OC[C@]12CCCN2C[C@@H](C1)F)N1C[C@H](N(C[C@@H]1C)C(=O)OC(C)(C)C)C)C(F)(F)F